C(#N)C=1C=CC(=NC1C)NC([C@H](C1=CC=C(C=C1)C=1N=NN(N1)C)[C@@H]1CC(CC1)(F)F)=O (S)-N-(5-Cyano-6-methylpyridin-2-yl)-2-((S)-3,3-difluorocyclopentyl)-2-(4-(2-methyl-2H-tetrazol-5-yl)phenyl)acetamide